tert-butyl 4-(2-(4-methyl-3-(3-(9-(tetrahydro-2H-pyran-2-yl)-9H-purin-6-yl)pyridin-2-ylamino)phenylamino)-2-oxoethyl)azepane-1-carboxylate CC1=C(C=C(C=C1)NC(CC1CCN(CCC1)C(=O)OC(C)(C)C)=O)NC1=NC=CC=C1C1=C2N=CN(C2=NC=N1)C1OCCCC1